(R)-2-amino-2-methylpent-4-enoic acid N[C@@](C(=O)O)(CC=C)C